CC(C)(C)S(=O)(=O)NCCCCCCCCCCCCCCCC(=O)OC Methyl 16-((1,1-dimethylethyl)sulfonamido)hexadecanoate